5-((1-aminocyclopropyl)methyl)-2-methoxyaniline NC1(CC1)CC=1C=CC(=C(N)C1)OC